C(CCC)[P+](CCCC)(CCCC)CCCC.C(C)(=O)NCC(=O)[O-] N-acetylglycine Tetrabutylphosphonium salt